C(C)(C)(C)OC(=O)NC1=C(C=C(S1)C(=O)OCC)[N+](=O)[O-] Ethyl 5-((tert-butoxycarbonyl) amino)-4-nitrothiophene-2-carboxylate